isopropyl (R)-2-((5-acrylamido-4-(3-(dimethyl-amino)pyrrolidin-1-yl)-2-methoxy-phenyl)amino)-4-(5,6-difluoro-3,3-dimethylindolin-1-yl)pyrimidine-5-carboxylate C(C=C)(=O)NC=1C(=CC(=C(C1)NC1=NC=C(C(=N1)N1CC(C2=CC(=C(C=C12)F)F)(C)C)C(=O)OC(C)C)OC)N1C[C@@H](CC1)N(C)C